6-(1-((2-fluoroethyl)amino)-3-(4-(5-methylhexa-1,3-diyn-1-yl)phenyl)propan-2-yl)-5-hydroxypyrimidin-4(3H)-one FCCNCC(CC1=CC=C(C=C1)C#CC#CC(C)C)C1=C(C(NC=N1)=O)O